dihydroxyphenylboron OB(C1=CC=CC=C1)O